N1N=CC(=C1)C1=CC=CC=2N1N=C(N2)N 5-(1H-pyrazol-4-yl)-[1,2,4]triazolo[1,5-a]pyridin-2-amine